Cyanomethyl-4-amino-3-chloro-5-fluoro-6-(7-fluoro-1H-indol-6-yl)pyridin-2-carboxylat C(#N)COC(=O)C1=NC(=C(C(=C1Cl)N)F)C1=CC=C2C=CNC2=C1F